ClC1=CC=C(C=C1)C=1N=C2N(C=CC=C2)C1CN1CCN(CC1)C(=O)C1=C(C=CC=C1)C(C)C (4-{[2-(4-chlorophenyl)imidazo[1,2-a]pyridin-3-yl]methyl}piperazin-1-yl)(2-isopropylphenyl)methanone